C1(=CC=CC=C1)C1CC2(OCCO2)CC(P1C1=C(C=CC=C1C1=C(C=CC=C1C(C)C)C(C)C)C1=C(C=CC=C1C(C)C)C(C)C)C1=CC=CC=C1 1,4-dioxa-7,9-diphenyl-8-[2,6-bis(2,6-diisopropylphenyl)phenyl]-8-phosphaspiro[4.5]decane